FC(C(COC(=O)N1C[C@H]([C@H](C1)F)NC(=O)C=1C(=NC=C(C1)C1=CC(=C2C(=NC=NN21)N)CN2CCC(CC2)(F)F)OC)C)(F)F 3,3,3-Trifluoro-2-methylpropyl-(3R,4S)-3-(5-{4-amino-5-[(4,4-difluoropiperidin-1-yl)methyl]pyrrolo[2,1-f][1,2,4]triazin-7-yl}-2-methoxypyridin-3-amido)-4-fluoropyrrolidin-1-carboxylat